CC([C@H](C)N)(C)C (2S)-3,3-dimethyl-2-butylamine